COC([C@H](C)N=P(=O)OC1=C(C=CC=C1)OC[C@H]1O[C@H]([C@]([C@@H]1O)(C)F)N1C2=NC(=NC(=C2N=C1)NC1CCCC1)N)=O (S)-2-{[(2r,3r,4r,5r)-5-(2-amino-6-cyclopentylamino-purin-9-yl)-4-fluoro-3-hydroxy-4-methyl-tetrahydro-furan-2-ylmethoxy]-phenoxy-phosphorylamino}-propionic acid methyl ester